Tert-butyl-(furan-3-ylmethoxy)dimethylsilane C(C)(C)(C)[Si](C)(C)OCC1=COC=C1